N[C@@]1(C[C@H](CCC1)CC)COC1=C(C#N)C(=CC(=C1)C1=CN=C2N1C(=CC=C2)OC)OC 2-(((1S,3S)-1-Amino-3-ethylcyclohexyl)methoxy)-6-methoxy-4-(5-methoxyimidazo[1,2-a]pyridin-3-yl)benzonitrile